C(CCCC=CC(=O)O)C=CC(=O)O.ClC(C)Cl di-chloroethane 1,4-Butylendiacrylat